4-phenoxyl-styrene O(C1=CC=CC=C1)C1=CC=C(C=C)C=C1